N[C@@H](CNC(=O)NC1=C(C=C(C(=C1)C)Cl)S(=O)(=O)O)C(=O)O {[(2S)-2-amino-2-carboxyethyl]carbamoylamino}-5-chloro-4-methylbenzenesulfonic acid